BrC1=CC=C(C(=C)CC)C=C1 4-bromo-α-ethylstyrene